CC1=C(C2=C(N=N1)SC1=C2N=CN=C1NC1CCOCC1)C 3,4-dimethyl-N-(tetrahydro-2H-pyran-4-yl)pyrimido[4',5':4,5]thieno[2,3-c]pyridazin-8-amine